CS(=O)(=O)OCCC1CC2=C(C=3NC4=C(C=C(C=C4C13)F)F)C=CC(=C2)F 2-{3,8,10-trifluoro-5H,6H,11H-benzo[a]carbazol-6-yl}ethyl methanesulfonate